O1CCOC2C1=CC=CC2 dihydro-1,4-benzodioxane